C(C)(C)(C)OC(=O)N1N=C(C(=C1C(C)(C)C)B1OC(C(O1)(C)C)(C)C)C tert-butyl-3-methyl-4-(4,4,5,5-tetramethyl-1,3,2-dioxaborolan-2-yl)-1H-pyrazole-1-carboxylic acid tert-butyl ester